BrC1=CC=CC2=CC3=CC4=CC=CC=C4C=C3C=C12 monobromonaphthacene